C(C)OC(=O)C1CC(C1)N1N=C(C(=C1N)C#N)C1=CC=C2C=CC(=NC2=C1)C1=CC=CC=C1 (1r,3s)-3-(5-amino-4-cyano-3-(2-phenylquinolin-7-yl)-1H-pyrazol-1-yl)cyclobutane-1-carboxylic acid ethyl ester